4-(4-fluoro-1-tosyl-1H-pyrrolo[2,3-b]pyridin-5-yl)morpholine FC1=C2C(=NC=C1N1CCOCC1)N(C=C2)S(=O)(=O)C2=CC=C(C)C=C2